C(C)\C(=C/CC[C@@H](CC=O)C)\CCC=C(C)C (3S,6E)-7-Ethyl-3,11-dimethyldodeca-6,10-dienal